Rac-(2s,4r)-4-cyclopropyl-N-((E)-3-(methylsulfonyl)allyl)-2-phenylpiperidine-1-carboxamide C1(CC1)[C@H]1C[C@H](N(CC1)C(=O)NC\C=C\S(=O)(=O)C)C1=CC=CC=C1 |r|